C(C)OC(=O)C=1N=CSC1NC=1C(=NC=C(C1)C#N)C 5-((5-cyano-2-methylpyridin-3-yl)amino)thiazole-4-carboxylic acid ethyl ester